N1(CCCC2=CC=CC=C12)C(=O)C1=NC(=CN=C1)C1=CC(=CC=C1)OC (3,4-Dihydroquinolin-1(2H)-yl)(6-(3-methoxyphenyl)pyrazin-2-yl)methanone